4-[1-(2,6-dioxo-3-piperidinyl)-3-methyl-2-oxo-benzoimidazol-4-yl]-3-fluoro-3,6-dihydro-2H-pyridine-1-carboxylic acid tert-butyl ester C(C)(C)(C)OC(=O)N1CC(C(=CC1)C1=CC=CC=2N(C(N(C21)C)=O)C2C(NC(CC2)=O)=O)F